ClC=1C=C(C=C(C1)F)C=1N(N=C2[C@H](N(CCC21)C(=O)C=2C=C1C=CC=NC1=CC2)C)C |r| racemic-[(3-(3-chloro-5-fluorophenyl)-2,7-dimethyl-2,4,5,7-tetrahydro-6H-pyrazolo[3,4-c]pyridin-6-yl)(quinolin-6-yl)methanone]